1,1-dibenzyl-3-(4-bromophenyl)urea C(C1=CC=CC=C1)N(C(=O)NC1=CC=C(C=C1)Br)CC1=CC=CC=C1